2-[3-[4-(3-chlorophenyl)-1,3-oxazol-2-yl]-6-oxopyridazin-1-yl]-N-ethylacetamide ClC=1C=C(C=CC1)C=1N=C(OC1)C1=NN(C(C=C1)=O)CC(=O)NCC